FC([C@@H]1CC[C@H](CC1)N1C=CC2=CC(=CC=C12)NC(C=C)=O)(F)F trans-N-[1-[4-(trifluoromethyl)cyclohexyl]indol-5-yl]acrylamide